2-(benzo[d]oxazol-5-yl)ethan-1-amine O1C=NC2=C1C=CC(=C2)CCN